C(#N)C1=CC(=C(COC2=CC=CC(=N2)C2=CC(=C(CN3N(C4=CC(=CC=C4C3=O)C(=O)O)CC3OCC3)C=C2F)F)C=C1)Cl 2-(4-(6-((4-cyano-2-chlorobenzyl)oxy)pyridin-2-yl)-2,5-difluorobenzyl)-1-((oxetan-2-yl)methyl)-3-oxo-2,3-dihydro-1H-indazole-6-carboxylic acid